FC1=CC(=C(C=C1)C1=CC(=CC=C1)NC(=O)C=1C(N(C=C(C1)CNCC(C)C)CC(F)(F)F)=O)N1N=NC=C1C N-(4'-Fluoro-2'-(5-methyl-1H-1,2,3-triazol-1-yl)-[1,1'-biphenyl]-3-yl)-5-((isobutylamino)methyl)-2-oxo-1-(2,2,2-trifluoroethyl)-1,2-dihydropyridine-3-carboxamide